C1(=CC=CC=C1)[I+]C1=CC=CC=C1.C(C)(C)C1=CC=CC=2SC3=CC=CC=C3C(C12)=O isopropyl-thioxanthone, diphenyl-iodonium salt